N,N-dimethylornithine CN([C@@H](CCCN)C(=O)O)C